tert-butyl ((6S,16R)-16-methyl-2,5-dioxo-4-(N-(2-phenoxyethyl)acetamido)oxacyclohexadecan-6-yl) succinate C(CCC(=O)O[C@@H]1C(C(CC(O[C@@H](CCCCCCCCC1)C)=O)N(C(C)=O)CCOC1=CC=CC=C1)=O)(=O)OC(C)(C)C